N-[4-chloro-3-[[(2-chloro-4-fluorophenyl)amino]carbonyl]phenyl]-β,3-bis(trifluoromethyl)benzenepropanamide ClC1=C(C=C(C=C1)NC(CC(C1=CC(=CC=C1)C(F)(F)F)C(F)(F)F)=O)C(=O)NC1=C(C=C(C=C1)F)Cl